3-bromo-2-chloro-6-fluorophenol BrC=1C(=C(C(=CC1)F)O)Cl